BrC1=C(C=CC=C1)C1=CC=CC2=CC=CC=C12 1-(2-Bromophenyl)naphthalene